4-methyl-2-(p-tolyl)thiazole-5-carboxylic acid CC=1N=C(SC1C(=O)O)C1=CC=C(C=C1)C